C[C@@H]1N(C[C@H]1C=1OC=NN1)C(=O)OC(C)(C)C |r| trans-rac-tert-butyl 2-methyl-3-(1,3,4-oxadiazol-2-yl)azetidine-1-carboxylate